2-(5-methylimidazol-4-yl)methylthioethylamine hydrochloride Cl.CC1=C(N=CN1)CSCCN